COC1(C(C(=O)O)C=CC=C1)O 2-Methoxy-salicylic Acid